15-chloro-16-hydroxy-18,18-dioxo-21-(trifluoromethyl)-8,11-dioxa-18λ6-thia-19-azatetracyclo[18.3.1.113,17.02,7]pentacosa-1(24),2(7),3,5,13(25),14,16,20,22-nonaen-12-one ClC1=CC=2C(OCCOC=3C=CC=CC3C=3C=CC(=C(NS(C(=C1O)C2)(=O)=O)C3)C(F)(F)F)=O